1-[(3-{3-fluoro-4-[(2-methyl-1H-imidazol-1-yl)methyl]phenyl}-5-(2-methylpropyl)thiophen-2-yl)sulfonyl]-3-(3,3,3-trifluoropropyl)urea FC=1C=C(C=CC1CN1C(=NC=C1)C)C1=C(SC(=C1)CC(C)C)S(=O)(=O)NC(=O)NCCC(F)(F)F